[Si](C)(C)(C(C)(C)C)OCC1=C(C=C(C=C1)C(C)(F)F)NC(=O)C1C(=NN(C1=O)C1=CC=C(C=C1)OC(F)F)C N-[2-[[tert-butyl(dimethyl)silyl]oxymethyl]-5-(1,1-difluoroethyl)phenyl]-1-[4-(difluoromethoxy)phenyl]-3-methyl-5-oxo-4H-pyrazole-4-carboxamide